Tert-butyl N-[2-[2-[2-[4-[2-(2,6-dioxo-3-piperidyl)-1-oxo-isoindolin-5-yl]piperazin-1-yl] ethoxy]ethoxy]ethyl]carbamate O=C1NC(CCC1N1C(C2=CC=C(C=C2C1)N1CCN(CC1)CCOCCOCCNC(OC(C)(C)C)=O)=O)=O